(Z)-3-(3-(3,5-bis(trifluoromethyl)phenyl)-1H-1,2,4-triazol-1-yl)-N-(3-fluoro-2-oxopyrrolidin-1-yl)acrylamide FC(C=1C=C(C=C(C1)C(F)(F)F)C1=NN(C=N1)\C=C/C(=O)NN1C(C(CC1)F)=O)(F)F